4-((1r,3r)-3-amino-2,2,4,4-tetramethylcyclobutyloxy)-2-methoxybenzonitrile NC1C(C(C1(C)C)OC1=CC(=C(C#N)C=C1)OC)(C)C